CN1[C@H]2[C@@](CCC1)(CCC2)COC2=NC1=C(C(=CC=C1C(=N2)N2[C@@H](COCC2)C)C2=CC(=CC1=CC=C(C(=C21)C#C)F)O)F 4-(2-{[(4as,7ar)-1-methyl-octahydro-1H-cyclopenta[b]pyridin-4a-yl]methoxy}-8-fluoro-4-[(3R)-3-methylmorpholin-4-yl]quinazolin-7-yl)-5-ethynyl-6-fluoronaphthalene-2-ol